FC(CN1[C@@H](C=2NC3=CC=CC=C3C2C[C@H]1C)C=1SC(=CC1)CCCN1CC(C1)CF)(C)C (1S,3R)-2-(2-Fluoro-2-methylpropyl)-1-(5-(3-(3-(fluoromethyl)azetidin-1-yl)propyl)thiophen-2-yl)-3-methyl-2,3,4,9-tetrahydro-1H-pyrido[3,4-b]indole